(S)-1-ethyl-6-((4-((2-hydroxy-1-phenylethyl)amino)-5-(5-(2-hydroxypropan-2-yl)-1,3,4-oxadiazol-2-yl)pyridin-2-yl)amino)-1,2-dihydro-3H-indazol-3-one C(C)N1NC(C2=CC=C(C=C12)NC1=NC=C(C(=C1)N[C@H](CO)C1=CC=CC=C1)C=1OC(=NN1)C(C)(C)O)=O